FC=1C=C(C2=C(C(=C(O2)C=C(C)C)C)C1)F 1-(5,7-difluoro-3-methyl-1-benzofuran-2-yl)-2-methylpropylene